5-Methyl-1,6,7,8-tetrahydrocyclopenta[d]pyrrolo[3,4-b]pyridin-3(2H)-one CC1=C2C(=C3C(=N1)C(NC3)=O)CCC2